(S)-1-[4-(trifluoromethoxy)phenyl]ethylamine FC(OC1=CC=C(C=C1)[C@H](C)N)(F)F